NC1=CC=C(C=C1)CCC(=O)N 3-[(4-amino)phenyl]propanamide